OC1=C(C(=O)O)C=CC(=C1)[C@H](C)NC(=O)[C@@H]1N(CCC1)CC=1C=C(C=CC1)C1=C(C=C(C=C1)S(N)(=O)=O)C 2-hydroxy-4-((S)-1-((R)-1-((2'-methyl-4'-sulfamoyl-[1,1'-biphenyl]-3-yl)methyl)pyrrolidine-2-carboxamido)ethyl)benzoic acid